CN(C(C(=O)C1=CC=C(C=C1)N1CCOCC1)(CC)CC1=CC=C(C=C1)C)C 2-dimethylamino-2-(4-methyl-benzyl)-1-(4-morpholin-4-yl-phenyl)-1-butanone